(4-bromo-2,6-dichloro-phenyl)-(4-methoxyphenyl)methanol methyl-2-[2-chloro-4-(4-chlorophenoxy)phenyl]-2-hydroxy-3-(1H-1,2,4-triazol-1-yl)propanoate CC(C(C(=O)OC(C1=CC=C(C=C1)OC)C1=C(C=C(C=C1Cl)Br)Cl)(O)C1=C(C=C(C=C1)OC1=CC=C(C=C1)Cl)Cl)N1N=CN=C1